(3-Cyano-6-Oxo-4-(Trifluoromethyl)-1,6-Dihydropyridin-2-ylthio)-2-fluoroacetic acid C(#N)C1=C(NC(C=C1C(F)(F)F)=O)SC(C(=O)O)F